4-(2-(5-chloro-2-fluorophenyl)-6,7-dihydro-8H-pyrimido[5,4-b][1,4]oxazin-8-yl)-N-(1-hydroxypropan-2-yl)nicotinamide ClC=1C=CC(=C(C1)C=1N=CC=2OCCN(C2N1)C1=CC=NC=C1C(=O)NC(CO)C)F